5-(1-(piperidin-4-yl)-1H-pyrazol-4-yl)-3-(5-(thiazol-2-yl)-1,3,4-oxadiazol-2-yl)pyridin-2-amine N1CCC(CC1)N1N=CC(=C1)C=1C=C(C(=NC1)N)C=1OC(=NN1)C=1SC=CN1